2-amino-N,N-dioctylacetamide NCC(=O)N(CCCCCCCC)CCCCCCCC